O=C1N(C(C2=CC=CC=C12)=O)CCC(C)NC(OC(C)(C)C)=O tert-Butyl (4-(1,3-dioxoisoindolin-2-yl)butan-2-yl)carbamate